N1(CCOCC1)CCCNS(=O)(=O)C1=CC(=CC=C1)NC1=CC=C(C=C1)\C=C\C1=NC=CC=C1 N-[3-(morpholin-4-yl)propyl]-3-({4-[(E)-2-(pyridin-2-yl)vinyl]phenyl}amino)benzene-1-sulfonamide